2-(2-(4-ethylphenyl)-2-hydroxyethyl)isoindoline-1,3-dione C(C)C1=CC=C(C=C1)C(CN1C(C2=CC=CC=C2C1=O)=O)O